Ethyl-Ammonium 1-NaphthaleneAcetic Acid Salt C1(=CC=CC2=CC=CC=C12)CC(=O)[O-].C(C)[NH3+]